6-(4-(((2-Fluorophenyl)amino)methyl)-2-(6-methylpyridin-2-yl)-1H-imidazol-1-yl)-3-methylquinazoline FC1=C(C=CC=C1)NCC=1N=C(N(C1)C1=CC2=CN(CN=C2C=C1)C)C1=NC(=CC=C1)C